OC(CC(=O)O)CCCCCCC(CCC)C 3-hydroxy-10-methyltridecanoic acid